1,2-bis(diphenylphosphino)ethane nickel chloride [Ni](Cl)Cl.C1(=CC=CC=C1)P(CCP(C1=CC=CC=C1)C1=CC=CC=C1)C1=CC=CC=C1